C(#N)C=1C=C(C=C(C1)F)[C@H](C)NC(=O)C=1C=NC2=C(N=C(C=C2C1N1CCN[C@H](CC1)C)C)OC N-[(S)-1-(3-cyano-5-fluorophenyl)ethyl]-4-[(S)-5-methyl-1,4-diazepan-1-yl]-8-methoxy-6-methyl-1,7-diaza-3-naphthamide